(5-(p-tolyl)-1,3,4-thiadiazol-2-yl)methanol C1(=CC=C(C=C1)C1=NN=C(S1)CO)C